CN(C1=CC=C2C(N(CN(C2=C1)C1=C(C=C(C=C1)F)C)C=1C(=NC(=CC1)OC)C)=O)C 7-(dimethylamino)-1-(4-fluoro-2-methylphenyl)-3-(6-methoxy-2-methylpyridin-3-yl)-2,3-dihydroquinazolin-4(1H)-one